2-((1-(3,6-Dimethyl-4-oxo-2-(4-phenylcyclohexyl)-4H-chromen-8-yl)ethyl)amino)benzoic acid CC1=C(OC2=C(C=C(C=C2C1=O)C)C(C)NC1=C(C(=O)O)C=CC=C1)C1CCC(CC1)C1=CC=CC=C1